trans-(rac)-2-((4-(4-(4-Chlorophenyl)-5-((methylsulfinyl)methyl)-4H-1,2,4-triazol-3-yl)cyclohexyl)oxy)pyridine ClC1=CC=C(C=C1)N1C(=NN=C1C[S@](=O)C)[C@@H]1CC[C@H](CC1)OC1=NC=CC=C1 |&1:13|